(S)-1-((7-((2-cyano-[1,1'-biphenyl]-3-yl)methoxy)-5-methoxy-2,3-dihydro-1H-inden-4-yl)methyl)piperidine-2-carboxylic acid C(#N)C1=C(C=CC=C1COC=1C=C(C(=C2CCCC12)CN1[C@@H](CCCC1)C(=O)O)OC)C1=CC=CC=C1